zinc bis(8-quinolinol) N1=CC=CC2=CC=CC(=C12)O.N1=CC=CC2=CC=CC(=C12)O.[Zn]